N-((3S,4S)-8-(5-bromopyrazin-2-yl)-3-methyl-2-oxa-8-azaspiro[4.5]decan-4-yl)-2-Methylpropane-2-sulfinamide BrC=1N=CC(=NC1)N1CCC2([C@@H]([C@@H](OC2)C)NS(=O)C(C)(C)C)CC1